F[Sb-](F)(F)(F)(F)F.FC1=C(C(=C(C(=C1C1=CC=C(C=C1)[SH2+])F)F)F)F.FC1=C(C(=C(C(=C1C1=CC=C(C=C1)[SH2+])F)F)F)F.F[Sb-](F)(F)(F)(F)F bis(4-(pentafluorophenyl)phenylsulfonium) hexafluoroantimonate